C(C)(C)(C)OC(=O)N1[C@@H](C[C@H](C1)N)CN1C=NN=C1 (2S,4R)-2-((4H-1,2,4-triazol-4-yl)methyl)-4-aminopyrrolidine-1-carboxylic acid tert-butyl ester